CN(C)CCN(C)C 1,2-bis(N,N-dimethyl-amino)-ethane